((6-(2-(7-chloroimidazo[1,5-a]pyridin-1-yl)acetamido)pyrimidin-4-yl amino methyl)-6-cyclopropylimidazo[1,2-a]pyridin-8-yl)propanoate ClC1=CC=2N(C=C1)C=NC2CC(=O)NC2=CC(=NC=N2)NCC=2N=C1N(C=C(C=C1OC(CC)=O)C1CC1)C2